S(SCCNS(=O)(=O)C1=C(C=CC(=C1)Cl)Cl)CCNS(=O)(=O)C1=C(C=CC(=C1)Cl)Cl N,N'-(disulfanediylbis(ethane-2,1-diyl))bis(2,5-dichlorobenzenesulfonamide)